ethyl (4-hydroxybutyl) carbonate C(OCC)(OCCCCO)=O